1-((3-hydroxyoxetan-3-yl)methyl)-2-((6-(trifluoromethoxy)benzo[d]oxazol-2-yl)amino)-1H-benzo[d]imidazole-5-carboxylic acid OC1(COC1)CN1C(=NC2=C1C=CC(=C2)C(=O)O)NC=2OC1=C(N2)C=CC(=C1)OC(F)(F)F